COC1=CC=C(CN(S(=O)(=O)C)C2=NC=CC(=N2)C(C(=O)OC(C)(C)C)(C(=O)OC)CCOC)C=C1 1-tert-butyl 3-methyl 2-(2-(N-(4-methoxybenzyl)methylsulfonamido)pyrimidin-4-yl)-2-(2-methoxyethyl)-malonate